COC1=CC=C(C(=O)N2C3=C(CC(C=C2)=O)C=CC=C3)C=C1 (4-methoxybenzoyl)-1,5-dihydro-4H-benzo[b]azepine-4-One